4-(2-((3ar,4r,6ar)-5-(tert-butoxycarbonyl)-4-methyl-octahydropyrrolo[3,4-b]pyrrole-1-carbonyl)oxazol-5-yl)pyridine 1-oxide C(C)(C)(C)OC(=O)N1C[C@@H]2N(CC[C@@H]2[C@H]1C)C(=O)C=1OC(=CN1)C1=CC=[N+](C=C1)[O-]